3-methoxy-N-(5-methylisoxazol-3-yl)-4-(prop-2-yn-1-ylamino)benzenesulfonamide COC=1C=C(C=CC1NCC#C)S(=O)(=O)NC1=NOC(=C1)C